5-acetyl-6-methyl-1-(1-methyl-1H-pyrazol-5-yl)indolizine-7-carboxylic acid ethyl ester C(C)OC(=O)C=1C(=C(N2C=CC(=C2C1)C1=CC=NN1C)C(C)=O)C